C(CCC)OCC(C)OCC(C)O 1-((1-butoxy-2-propyl)oxy)-2-propanol